2-(2-methoxypyrimidin-4-yl)-N-(tetrahydro-2H-pyran-4-yl)-1H-pyrrolo[3,2-c]Pyridin-6-amine COC1=NC=CC(=N1)C1=CC=2C=NC(=CC2N1)NC1CCOCC1